5-(chloro-methyl)-3-(1,1-difluoro-ethyl)-1,2,4-oxadiazole ClCC1=NC(=NO1)C(C)(F)F